C(#N)C=1C=C(C=CC1)C=1N=C(SC1C1=CC(=NC(=C1)C)C)NC(=O)N1CCN(CC1)CC(C)(C)O N-[4-(3-cyanophenyl)-5-(2,6-dimethyl-4-pyridinyl)thiazol-2-yl]-4-(2-hydroxy-2-methyl-propyl)piperazine-1-carboxamide